[2H]C1=C(C(=C(C(=C1Cl)[2H])[2H])Cl)[2H] 1,4-dichlorobenzene-d4